2-(4-(6-chloro-2-((dimethylamino)methyl)pyridin-3-yl)morpholin-2-yl)propan-2-ol ClC1=CC=C(C(=N1)CN(C)C)N1CC(OCC1)C(C)(C)O